N-[1-[5-fluoro-2-[[1-[(2S)-2-hydroxypropyl]-5-methyl-pyrazol-4-yl]amino]pyrimidin-4-yl]-3-methyl-indol-5-yl]prop-2-enamide FC=1C(=NC(=NC1)NC=1C=NN(C1C)C[C@H](C)O)N1C=C(C2=CC(=CC=C12)NC(C=C)=O)C